OCCC(=O)N1C2=C(NC(CC1)=O)C=CC=C2 5-(3-hydroxypropionyl)-4,5-dihydro-1H-benzo[b][1,4]diazepin-2(3H)-one